C(CCCCCCC)OCOCCCC(CC(CC(CC(CC(CC(CC(CC(C)O)C)C)C)C)C)C)C 18-hydroxy-4,6,8,10,12,14,16-heptamethylnonadecyl octyloxymethyl ether